ClC1=CC(=NC2=C(C(=CC=C12)Cl)Cl)NCC(=O)OC(C)(C)C tert-Butyl (4,7,8-trichloroquinolin-2-yl)glycinate